2,4-difluoro-N-(2-methoxy-5-(4-(piperazin-1-yl)-7,8-dihydropyrido[4,3-d]pyrimidine-6(5H)-yl)pyridin-3-yl)benzenesulfonamide FC1=C(C=CC(=C1)F)S(=O)(=O)NC=1C(=NC=C(C1)N1CC2=C(N=CN=C2N2CCNCC2)CC1)OC